6-(((6aR,8R)-6a-(difluoromethyl)-2-(2-hydroxyphenyl)-5,6,6a,7,8,9-hexahydro-pyrrolo[1',2':4,5]pyrazino[2,3-c]pyridazin-8-yl)oxy)nicotinaldehyde FC([C@]12N(C=3C(=NN=C(C3)C3=C(C=CC=C3)O)NC1)C[C@@H](C2)OC2=NC=C(C=O)C=C2)F